2-fluoro-6-[(2,3-dimethoxybenzyl)amino]-9-(oxetan-2-yl)-9H-purine FC1=NC(=C2N=CN(C2=N1)C1OCC1)NCC1=C(C(=CC=C1)OC)OC